Tert-butyl (4-((6-bromobenzo[b]thiophen-3-yl)oxy)phenyl)carbamate BrC=1C=CC2=C(SC=C2OC2=CC=C(C=C2)NC(OC(C)(C)C)=O)C1